3-(6-fluoro-1-oxo-5-(((1S,2S)-2-(3-phenylazetidin-1-yl)cyclohexyl)oxy)isoindolin-2-yl)piperidine-2,6-dione FC1=C(C=C2CN(C(C2=C1)=O)C1C(NC(CC1)=O)=O)O[C@@H]1[C@H](CCCC1)N1CC(C1)C1=CC=CC=C1